7-isopropoxy-2-((1S,4R)-1-methyl-2-oxabicyclo[2.2.1]hept-4-yl)-N-(pyrazolo[1,5-a]pyrimidin-3-yl)imidazo[1,2-a]pyrimidine-6-carboxamide C(C)(C)OC1=NC=2N(C=C1C(=O)NC=1C=NN3C1N=CC=C3)C=C(N2)[C@@]23CO[C@@](CC2)(C3)C